methyl-[2-(methylamino)ethyl][(1-[spiro[4.5]dec-8-yl]-1H-pyrazol-5-yl)methyl]amine trifluoroacetate FC(C(=O)O)(F)F.CN(CC1=CC=NN1C1CCC2(CCCC2)CC1)CCNC